1,10-Diazaphenanthrene N1=CC=CC=2C3=CC=CC=C3C=NC12